BrC1=NC=C(C=C1)F 2-Bromo-5-fluoro-pyridine